tert-butyl (2-((4-(2,5-difluoro-4-(4-propoxynicotinamido)phenoxy)-6-methoxyquinolin-7-yl)oxy)ethyl)(methyl)carbamate FC1=C(OC2=CC=NC3=CC(=C(C=C23)OC)OCCN(C(OC(C)(C)C)=O)C)C=C(C(=C1)NC(C1=CN=CC=C1OCCC)=O)F